3-(5-(3-(7-carbamoyl-imidazo[1,2-a]pyridine-3-carboxamido)-5-fluoro-4-methylphenyl)-1,2,4-oxadiazol-3-yl)azetidine-1-carboxylic acid methyl ester COC(=O)N1CC(C1)C1=NOC(=N1)C1=CC(=C(C(=C1)F)C)NC(=O)C1=CN=C2N1C=CC(=C2)C(N)=O